N-[4-[8-amino-5-methyl-3-(trideuteriomethyl)imidazo[1,5-a]pyrazin-1-yl]-3-methyl-phenyl]-2-[3-fluoro-5-(trifluoromethyl)phenyl]-2-hydroxy-acetamide NC=1C=2N(C(=CN1)C)C(=NC2C2=C(C=C(C=C2)NC(C(O)C2=CC(=CC(=C2)C(F)(F)F)F)=O)C)C([2H])([2H])[2H]